1-(6-(5-ethynyl-6-(5-methyl-1H-indazol-4-yl)pyrimidin-4-yl)-2,6-diazaspiro[3.4]octan-2-yl)prop-2-en-1-one C(#C)C=1C(=NC=NC1C1=C2C=NNC2=CC=C1C)N1CC2(CN(C2)C(C=C)=O)CC1